tert-butyl (R)-(1-(3-cyano-2-methylphenyl)ethyl)carbamate C(#N)C=1C(=C(C=CC1)[C@@H](C)NC(OC(C)(C)C)=O)C